fluoroglutarate FC(C(=O)[O-])CCC(=O)[O-]